ClC1=C(C2=CC=CC=C2C=C1)P(C1=C(C=CC(=C1)C)C)(C1=C(C=CC2=CC=CC=C12)Cl)=O Bis(2-chloro-1-naphthyl)-2,5-dimethylphenylphosphine oxide